2-(6-(azidomethyl-d2)pyridin-2-yl)propan-2-ol N(=[N+]=[N-])C(C1=CC=CC(=N1)C(C)(C)O)([2H])[2H]